2-[2-[2-(2-tetrahydropyran-2-yloxyethoxy)ethoxy]ethoxy]ethyl 4-methylbenzenesulfonate CC1=CC=C(C=C1)S(=O)(=O)OCCOCCOCCOCCOC1OCCCC1